C1(CC1)OC=1C=C(C(=O)OC)C=C(C1C)OC1CC1 methyl 3,5-bis(cyclopropoxy)-4-methylbenzoate